methyl 4-amino-1-(2-methoxy-4-(methoxycarbonyl)benzyl)-1H-pyrazole-5-carboxylate NC=1C=NN(C1C(=O)OC)CC1=C(C=C(C=C1)C(=O)OC)OC